O1C(OCC1)C1=CC=C(C2=CC=CC=C12)/C(=N/O)/N (Z)-4-(1,3-dioxolan-2-yl)-N'-hydroxy-1-naphthamidine